C(C1=CC=CC=C1)O[C@H]1[C@@H](CCC1)NC(C#C)(C)C (1R,2R)-2-benzyloxy-N-(1,1-dimethylprop-2-ynyl)cyclopentanamine